6-benzyl-8-(4-nitrophenyl)-2,6-diazaspiro[3.4]octane C(C1=CC=CC=C1)N1CC2(CNC2)C(C1)C1=CC=C(C=C1)[N+](=O)[O-]